tert-butyl 3-carbamoyl-7-([[4-(diethoxyphosphoryl)phenyl]methyl]amino)pyrazolo-[4,3-d]pyrimidine-1-carboxylate C(N)(=O)C1=NN(C2=C1N=CN=C2NCC2=CC=C(C=C2)P(=O)(OCC)OCC)C(=O)OC(C)(C)C